Cl.Cl.[N+](=O)([O-])C1=CC=C(N)C=C1 p-nitroaniline-dihydrochloride